tert-butyl 6-(4-cyanophenyl)-2,2-difluoro-7-azaspiro[3.5]non-5-ene-7-carboxylate C(#N)C1=CC=C(C=C1)C1=CC2(CC(C2)(F)F)CCN1C(=O)OC(C)(C)C